3,6-diethyl-1,2,4,5-tetrazine C(C)C=1N=NC(=NN1)CC